ClCC1=CC(=C(C=C1)[N+](=O)[O-])C 4-(chloromethyl)-2-methyl-1-nitro-benzene